ClC=1C=C2C3=C(NC2=CC1)C(NCC3)C3=CC=C(C#N)C=C3 4-(6-chloro-2,3,4,9-tetrahydro-1H-pyrido[3,4-b]indol-1-yl)benzonitrile